C1(CCC1)C[C@@H](CC(=O)N1C(OC[C@@H]1C1=CC=CC=C1)=O)C1=CC=CC=C1 (4S)-3-[(3S)-4-cyclobutyl-3-phenylbutanoyl]-4-phenyl-1,3-oxazolidin-2-one